4-((2-chloro-4'-cyano-[1,1'-biphenyl]-4-yl)oxy)-1H-1,2,3-triazole-5-carboxylic acid ClC1=C(C=CC(=C1)OC=1N=NNC1C(=O)O)C1=CC=C(C=C1)C#N